CC1(COC1)CCCCCCCCCCC(=O)N 11-(3-methyloxetan-3-yl)undecanamide